1-[4-amino-2-(ethylaminomethyl)imidazo[4,5-c]quinolin-1-yl]-2-methyl-propan-2-ol NC1=NC=2C=CC=CC2C2=C1N=C(N2CC(C)(O)C)CNCC